NC1=CC=2N(C(=C1)C1=C(C=C(C#N)C=C1)C)N=CN2 4-{7-amino-[1,2,4]triazolo[1,5-a]pyridin-5-yl}-3-methylbenzonitrile